tert-butyl (tert-butoxycarbonyl)(7-(3-((3,3-difluoro-4-(4-fluorophenyl)-4-((triethylsilyl)oxy)pentyl)oxy)-2-(difluoromethyl)phenyl)-[1,2,4]triazolo[1,5-a]pyridin-2-yl)carbamate C(C)(C)(C)OC(=O)N(C(OC(C)(C)C)=O)C1=NN2C(C=C(C=C2)C2=C(C(=CC=C2)OCCC(C(C)(O[Si](CC)(CC)CC)C2=CC=C(C=C2)F)(F)F)C(F)F)=N1